C(C)(C)[N+](=CC1C2C(=CC(C1)C(C2)C(C)C)C)[O-] N-isopropyl-1-(8-isopropyl-6-methylbicyclo[2.2.2]oct-5-en-2-yl)methanimine oxide